COC(=O)C1(CCC(CC1)=O)NC(CC1=C(C=C(C=C1C)Cl)C)=O Methyl-1-[2-(4-chloro-2,6-dimethylphenyl)-acetamido]-4-oxocyclohexancarboxylat